C(C)(C)(C)C1=C(C(=CC(=C1)CCC(=O)OCCCCCCCCCCCCCCCCCC)C(C)(C)C)O 2,6-di-tert-butyl-4-(octadecanoxycarbonylethyl)-phenol